1-methyl-4-piperidyl-methylamine CN1CCC(CC1)NC